C(C=C)(=O)NC1CC(C1)OC=1C=C2C(=NC=NC2=CC1OC)C(=O)N[C@H](C)C1=CC=C(C=C1)F 6-((1s,3S)-3-acrylamidocyclobutoxy)-N-((R)-1-(4-fluorophenyl)ethyl)-7-methoxyquinazoline-4-carboxamide